C(#C)C=1C=C(C=CC1)NC(=O)N1OCC[C@H]1C1=CC=CC=C1 (S)-N-(3-ethynylphenyl)-3-phenylisoxazolidine-2-carboxamide